COC(CCO)(C)C 3-methoxy-3-methylbutan-1-ol